(2S)-2-((4S)-2-oxo-4-propyl-3-p-toluenesulfonylpyrrolidin-1-yl)butanamide O=C1N(C[C@@H](C1S(=O)(=O)C1=CC=C(C)C=C1)CCC)[C@H](C(=O)N)CC